CC1=NC=CC(=C1C1=NC(=NC(=N1)C1=NC(=CC=C1)C(F)(F)F)NC1=CC(=NC=C1)C(F)(F)F)C 4-(2,4-dimethylpyridin-3-yl)-6-(6-(trifluoromethyl)pyridin-2-yl)-N-(2-(trifluoromethyl)pyridin-4-yl)-1,3,5-triazin-2-amine